FC=1C=C(C=CC1OC1=CC=NC2=CC(=CN=C12)OC)NC(=O)C1=CN(C(=C(C1=O)C1=CC=C(C=C1)F)C)CC(F)(F)F N-[3-fluoro-4-[(7-methoxy-1,5-naphthyridin-4-yl)oxy]phenyl]-5-(4-fluorophenyl)-6-methyl-4-oxo-1-(2,2,2-trifluoroethyl)pyridine-3-carboxamide